NC=1C2=C(N=CN1)C(=CN2C2=CC=C(CNC(C1=C(C=CC(=C1)F)OC)=O)C=C2)C2CCCC2 N-(4-(4-amino-7-cyclopentyl-5H-pyrrolo[3,2-d]pyrimidin-5-yl)benzyl)-5-fluoro-2-methoxybenzamide